NC1=NN2C(C=C(C=C2)C=2C(=C(C(=O)[O-])C=CC2F)F)=N1.[Li+] lithium 3-(2-amino-[1,2,4]triazolo[1,5-a]pyridin-7-yl)-2,4-difluorobenzoate